C1(CC1)C(=O)C1=CC(=C(COC2=CC=CC(=N2)C2CCN(CC2)CC2=NC3=C(N2C[C@H]2OCC2)C=C(C=C3)C(=O)OC)C=C1)F Methyl (S)-2-((4-(6-((4-(cyclopropanecarbonyl)-2-fluorobenzyl)oxy)pyridin-2-yl)piperidin-1-yl)-methyl)-1-(oxetan-2-ylmethyl)-1H-benzo[d]imidazole-6-carboxylate